FC1=C(C=CC=C1)C1=NC(=NC=2[C@]3([C@H](CCC12)[C@H](C(C(=C3)C#N)=O)C)C)C3=C1C=CC=NC1=CC=C3 (6aR,7R,10aS)-4-(2-fluorophenyl)-7,10a-dimethyl-8-oxo-2-(quinolin-5-yl)-5,6,6a,7,8,10a-hexahydrobenzo[h]quinazoline-9-carbonitrile